CC1=C(C=C(C2=C1CCO2)C(=O)N[C@H]2CCOC[C@@H]2O)CC=2C=NC(=CC2)C=2C=NN(C2)C 1,5-anhydro-2,3-dideoxy-3-[{4-methyl-5-{[6-(1-methyl-1H-pyrazol-4-yl)pyridin-3-yl]methyl}-2,3-dihydro-1-benzofuran-7-carbonyl}amino]-L-threo-pentitol